tert-butyl N-(1,1-dimethylpent-4-enyl)carbamate CC(CCC=C)(C)NC(OC(C)(C)C)=O